C(=C/C)/P([O-])([O-])=O.[Na+].[Na+] Sodium (1Z)-prop-1-en-1-ylphosphonate